FC=1C(=C(C=CC1)P(O)(O)=O)F difluorophenyl-Phosphonic acid